N1-acetyltriethylenetetramine CC(=O)NCCNCCNCCN